bis(hydroxyethyl)amino-2-methylaniline OCCN(CCO)NC1=C(C=CC=C1)C